FC(C(C(F)(F)F)OCC(COC(C(F)(F)F)C(F)(F)F)O)(F)F 1,3-bis(hexafluoroisopropoxy)-2-propanol